(benzyloxy)-1-(difluoromethoxy)-4-iodobenzene C(C1=CC=CC=C1)OC1=C(C=CC(=C1)I)OC(F)F